[N+](=O)([O-])C1=C(C(=CC(=C1C)C)[N+](=O)[O-])O 2,6-dinitro-3,4-dimethylphenol